Tri(3,3-dimethyl-1-hexyl)citrat CC(CCC(C(C(C(=O)[O-])(CCC(CCC)(C)C)CCC(CCC)(C)C)(O)C(=O)[O-])C(=O)[O-])(CCC)C